1-(4-(2,6-dioxopiperidin-3-yl)-3,5-difluorophenyl)azetidin-3-yl tert-butylcarbamate C(C)(C)(C)NC(OC1CN(C1)C1=CC(=C(C(=C1)F)C1C(NC(CC1)=O)=O)F)=O